4-chloro-N-(4-(methyl(3-(pent-4-ynamido)propyl)amino)quinolin-8-yl)picolinamide ClC1=CC(=NC=C1)C(=O)NC=1C=CC=C2C(=CC=NC12)N(CCCNC(CCC#C)=O)C